C(C)(C)(C)OC(CC1=C(C(=CC=C1)OP(=O)(OC(C)(C)C)OC(C)(C)C)C(CC(=O)O)(C)C)=O 3-(2-(2-(tert-butoxy)-2-oxoethyl)-6-((di-tert-butoxyphosphoryl)oxy)phenyl)-3-methylbutanoic acid